4-chloro-5-bromo-2-acetyl-thiophene tert-butyl-5-amino-2-(5-fluoro-2-methylquinolin-3-yl)-5-oxopentanoate C(C)(C)(C)OC(C(CCC(=O)N)C=1C(=NC2=CC=CC(=C2C1)F)C)=O.ClC=1C=C(SC1Br)C(C)=O